4-(5-Methyltetrazol-2-yl)phenol CC=1N=NN(N1)C1=CC=C(C=C1)O